N1=C(C=CC=C1)C1=C(C2=C([Se]C3=C2C=CC=C3)C=C1)C=1C(=C(C=CC1)C1=CC=CC=C1)C1=NN=NC(=C1C1=CC=CC=C1)C1=CC=CC=C1 [(pyridinyl)dibenzoselenophenyl](diphenyltriazinyl)biphenyl